bromo-N,N-bis(4-methoxyphenylmethyl)pyridin-2-amine BrC=1C(=NC=CC1)N(CC1=CC=C(C=C1)OC)CC1=CC=C(C=C1)OC